tert-butyl N-[(3R)-5-[(4-chlorophenyl)methyl]-7-[2-(5,5-difluoro-1-methyl-3-piperidyl)tetrazol-5-yl]-8-fluoro-1,1,4-trioxo-2,3-dihydro-1λ6,5-benzothiazepin-3-yl]carbamate ClC1=CC=C(C=C1)CN1C([C@H](CS(C2=C1C=C(C(=C2)F)C=2N=NN(N2)C2CN(CC(C2)(F)F)C)(=O)=O)NC(OC(C)(C)C)=O)=O